C(C1=CC=CC=C1)N=C=NC1=CC=CC=C1 N-benzyl-N'-phenylcarbodiimide